(2-fluoro-4-(methylthio)anilino)thieno[2,3-b]pyridine-3-carboxylic acid FC1=C(NC2=C(C=3C(=NC=CC3)S2)C(=O)O)C=CC(=C1)SC